FC=1C(=CC(=NC1)OC)C1=CC(=NN1)C(=O)N1[C@@H](C[C@@H](CC1)C(=O)NC1CCC(CC1)(C(F)(F)F)O)C (2R,4R)-1-(5-(5-fluoro-2-methoxypyridin-4-yl)-1H-pyrazole-3-carbonyl)-N-((1r,4R)-4-hydroxy-4-(trifluoromethyl)cyclohexyl)-2-methylpiperidine-4-carboxamide